methyl 7-(((benzyloxy)carbonyl)(methyl)amino)-6-((tert-butyldimethylsilyl)oxy)-2-(3-iodophenyl)-2-methylheptanoate C(C1=CC=CC=C1)OC(=O)N(CC(CCCC(C(=O)OC)(C)C1=CC(=CC=C1)I)O[Si](C)(C)C(C)(C)C)C